C(C)[C@H](C(=O)OCC=1C(=C(C=CC1)[C@H](C)C=1N=CN(C1)C(=O)OC(C)(C)C)C)[C@H](CO)CC1=CN=CN1C tert-butyl 4-((S)-1-(3-((((2S,3R)-2-ethyl-4-hydroxy-3-((1-methyl-1H-imidazol-5-yl)methyl)butanoyl)oxy)methyl)-2-methylphenyl)ethyl)-1H-imidazole-1-carboxylate